3,5-Difluoro-N-(3,5-dimethyltricyclo[3.3.1.13,7]dec-1-yl)benzenesulfonamide FC=1C=C(C=C(C1)F)S(=O)(=O)NC12CC3(CC(CC(C1)C3)(C2)C)C